COC([C@H](CCC(C=[N+]=[N-])=O)N)=O.C1(CC1)N1CCN(CC1)CCCOC=1C=C2C(=NC=NC2=CC1OC)C1=CC=C(C=C1)NC(CC1=CC=C(C=C1)C(F)(F)F)=O N-(4-(6-(3-(4-cyclopropylpiperazin-1-yl)propoxy)-7-methoxyquinazolin-4-yl)phenyl)-2-(4-(trifluoromethyl)phenyl)acetamide Methyl-(S)-2-amino-6-diazo-5-oxohexanoate